C[Si](C)(C)N([C@@H](CC=1C(=C(C(=O)OC(C)(C)C)C=CC1)OC(=O)OC(C)(C)C)B1O[C@@]2([C@H](O1)C[C@H]1C([C@@H]2C1)(C)C)C)[Si](C)(C)C tert-Butyl 3-((R)-2-(bis(trimethylsilyl)amino)-2-((3aS,4S,6S,7aR)-3a,5,5-trimethylhexahydro-4,6-methanobenzo[d][1,3,2]dioxaborol-2-yl)ethyl)-2-((tert-butoxycarbonyl)oxy)benzoate